N-(5-(N-(2,6-dichlorophenyl)sulfamoyl)-6-methoxypyridin-3-yl)-5-phenyloxazole-2-carboxamide ClC1=C(C(=CC=C1)Cl)NS(=O)(=O)C=1C=C(C=NC1OC)NC(=O)C=1OC(=CN1)C1=CC=CC=C1